C(C)C(CO)(CO)CCCC 2-Ethyl-2-butyl-1,3-propanediol